N-[(2S)-2-(iodomethyl)-2-methyl-6-morpholino-3H-benzofuran-5-yl]-6-(trifluoromethyl)pyridine-2-carboxamide IC[C@]1(OC2=C(C1)C=C(C(=C2)N2CCOCC2)NC(=O)C2=NC(=CC=C2)C(F)(F)F)C